C1(=C(C(=CC=C1)C)C)OP(=O)(OC1=C(C(=CC=C1)C)C)O.OC1=CC=C(C=C1)C(C)(C)C1=CC=C(C=C1)O bisphenol A bis(xylyl)phosphate